OC=1C2=C(N=C(N1)NC(OC)=O)C=NN2CC2=C(C=C(C=C2)CO)OC Methyl (7-hydroxy-1-(4-(hydroxymethyl)-2-methoxybenzyl)-1H-pyrazolo[4,3-d]pyrimidin-5-yl)carbamate